(S)-METHYL(1-PHENYLETHYL)PHOSPHORAMIDIC DICHLORIDE CN(P(=O)(Cl)Cl)[C@@H](C)C1=CC=CC=C1